ClC=1C=C(C=C(C1C)OCCN(C)C)NC(OC1=CC=CC=C1)=O phenyl (3-chloro-5-(2-(dimethylamino)ethoxy)-4-methylphenyl)carbamate